C1(C=CC(N1CCCC=CC(=O)C(=CCCCC)O)=O)=O 6-Maleimidohexenoyl-(hexenol)